diethyl 5,5'-((2-hydroxypropane-1,3-diyl)bis(oxy))bis(4-chloro-3-nitrobenzoate) OC(COC=1C(=C(C=C(C(=O)OCC)C1)[N+](=O)[O-])Cl)COC=1C(=C(C=C(C(=O)OCC)C1)[N+](=O)[O-])Cl